F[C@@H]1CN(CC[C@@H]1NC1=NN2C(C(=N1)NC)=C(C=C2)C2=CC=C1C(=N2)N(C=N1)CCF)C(C)=O 1-((3R,4S)-3-Fluoro-4-((5-(3-(2-fluoroethyl)-3H-imidazo[4,5-b]pyridin-5-yl)-4-(methylamino)pyrrolo[2,1-f][1,2,4]triazin-2-yl)amino)piperidin-1-yl)ethan-1-one